fmoc-4,4-difluoro-L-proline C(=O)(OCC1C2=CC=CC=C2C2=CC=CC=C12)N1[C@@H](CC(C1)(F)F)C(=O)O